6-({2-[(α-D-mannopyranosyl-(1->3)-[α-D-mannopyranosyl-(1->6)]-α-D-mannopyranosyl)oxy]ethyl}amino)-6-oxohexanoic acid [C@H]1([C@@H](O)[C@@H](O)[C@H](O)[C@H](O1)CO)O[C@@H]1[C@@H]([C@H](O[C@@H]([C@H]1O)CO[C@@H]1[C@@H](O)[C@@H](O)[C@H](O)[C@H](O1)CO)OCCNC(CCCCC(=O)O)=O)O